2-butyl-1-nitroso-1,3-diazaspiro[4.4]non-2-ene C(CCC)C=1N(C2(CN1)CCCC2)N=O